C(C)OC(C)N1C(=NC2=C1C=CC=C2)COC2=CC=C(C=C2)/C=C/C(=O)C2=C(C=C(C(=O)O)C=C2)O 4-[(E)-3-[4-[[1-(1-Ethoxyethyl)benzimidazol-2-yl]methoxy]phenyl]prop-2-enoyl]-3-hydroxybenzoic acid